FC(OC=1C=CC(=NC1)C1=CC=C(C=C1)CO)F [4-[5-(difluoromethoxy)-2-pyridyl]phenyl]methanol